C(CCCCCC=CCCC=CCC=CCC=CCC)(=O)O 7,11,14,17-eicosatetraenoic acid